CN(C)CC1=C(C=CC=C1)C N,N-dimethyl-2-methylbenzylamine